N-(5-(6-ethoxypyrazin-2-yl)pyridin-2-yl)-4-(2-(ethylsulfonamido)pyrimidin-4-yl)tetrahydro-2H-pyran-4-carboxamide C(C)OC1=CN=CC(=N1)C=1C=CC(=NC1)NC(=O)C1(CCOCC1)C1=NC(=NC=C1)NS(=O)(=O)CC